dihydroxyphenyl(diphenyl)phosphine oxide OC=1C(=C(C=CC1)P(C1=CC=CC=C1)(C1=CC=CC=C1)=O)O